O(C1=CC=CC=C1)C1=C(C=CC=C1)C(C)=O 2'-phenoxyacetophenone